ruthenium-nickel cobalt [Co].[Ni].[Ru]